5-(Imidazo[1,2-a]pyridin-6-yl)-N-(oxetan-3-yl)pyrrolo[2,1-f][1,2,4]triazin-2-amine N=1C=CN2C1C=CC(=C2)C=2C=CN1N=C(N=CC12)NC1COC1